R-(-)-2-(4-isobutylphenyl)-N-methanesulfonyl-propionamide C(C(C)C)C1=CC=C(C=C1)[C@H](C(=O)NS(=O)(=O)C)C